C1(C=CC2=CC=CC=C12)C(=O)O indencarboxylic acid